C1CCC2=C(C=3CCCC3C=C12)NC(=O)N=[S@@](=O)(N)C=1C=NN2C1OC[C@@H]2C (S,3S)-N'-((1,2,3,5,6,7-hexahydro-s-indacen-4-yl)carbamoyl)-3-methyl-2,3-dihydropyrazolo[5,1-b]oxazole-7-sulfonimidamide